C(C)C1(C(OCC2=C(N=CC=C21)OC)=O)O 4-ethyl-4-hydroxy-8-methoxy-1,4-dihydro-3H-pyrano[3,4-c]pyridin-3-one